NC1=NC=C(C2=C1COC2)NC(C(=O)N(C(C)C2=NC=CC=C2F)CC2=NC=C(C=C2)C#N)=O N1-(4-amino-1,3-dihydrofuro[3,4-c]pyridin-7-yl)-N2-((5-cyanopyridin-2-yl)methyl)-N2-(1-(3-fluoropyridin-2-yl)ethyl)oxalamide